CC(C(=O)O)(C\C=C(/C)\CCC=C(C)C)C\C=C(/C)\CCC=C(C)C.CC(=CCCC(=O)OC)CCC=C(CCC=C(CCC=C(C)C)C)C methyl 5,9,13,17-tetramethyloctadeca-4,8,12,16-tetraenoate (methyl geranylgeranylacetate)